5-bromobenzo[d]oxazol BrC=1C=CC2=C(N=CO2)C1